BrC1=CC(C(C2=CC=CC(=C12)Cl)(F)F)=O 4-Bromo-5-chloro-1,1-difluoronaphthalen-2(1H)-one